C1(CC1)N(N)C1=NC=CC=N1 2-cyclopropyl-2-(pyrimidin-2-yl)hydrazine